(2S,5R)-2-(N-(((S)-1-(methylsulfonyl) pyrrolidin-3-yl) sulfonyl) formamidyl)-7-oxo-1,6-diazabicyclo[3.2.1]oct-6-yl hydrogensulfate S(=O)(=O)(O)ON1[C@@H]2CC[C@@H](N(C1=O)C2)N(C=O)S(=O)(=O)[C@@H]2CN(CC2)S(=O)(=O)C